C1=CC=C2C(=C1)C=C(O2)C(=O)C=O 2-BENZOFURANGLYOXYLALDEHYDE